BrC=1C(=C(NC1C(F)(F)F)C1=CC=C(C=C1)Cl)C#N 4-bromo-2-(4-chlorophenyl)-5-trifluoromethyl-pyrrole-3-nitrile